C1(=CC=CC2=CC=CC=C12)[C@@H](C)N[C@@H]1CN(CC1)C=1C=C(C=C(C1)CC(=O)O)OCCC {5-[(3S)-3-{[(1R)-1-(naphthalen-1-yl)ethyl]amino}tetrahydro-1H-pyrrol-1-yl]-3-(propyloxy)phenyl}acetic acid